COC(=O)N1[C@H](CCC2=C3C(=CC=C12)N(C(=N3)CC3=NC=CC(=N3)C)C3CCCCC3)C (1R,3R)-3-((S)-6-(Methoxycarbonyl)-7-methyl-2-((4-methylpyrimidin-2-yl)methyl)-6,7,8,9-tetrahydro-3H-imidazo[4,5-f]chinolin-3-yl)cyclohexan